O=C1C(=CC(C2=CC=CC=C12)=O)N[C@@H](C(=O)NC1=CC(=CC(=C1)OC)OC)CC1=CC=CC=C1 (R)-2-((1,4-dioxo-1,4-dihydronaphthalen-2-yl)amino)-3-phenyl-N-(3,5-dimethoxyphenyl)-propionamide